(2-{[(2S)-3-{[(2R,4R,5S)-1-(4-chlorobenzyl)-2,5-dimethylpiperidin-4-yl]amino}-2-hydroxy-2-methylpropyl]oxy}-4-fluorophenyl)acetic acid ClC1=CC=C(CN2[C@@H](C[C@H]([C@H](C2)C)NC[C@](COC2=C(C=CC(=C2)F)CC(=O)O)(C)O)C)C=C1